(3-((3-amino-5-((3S,4S)-4-((tert-butoxycarbonyl)amino)-3-methyl-2-oxa-8-azaspiro[4.5]decan-8-yl)pyrazin-2-yl)thio)-2-chlorophenyl)amino-4-oxobutanoic acid NC=1C(=NC=C(N1)N1CCC2([C@@H]([C@@H](OC2)C)NC(=O)OC(C)(C)C)CC1)SC=1C(=C(C=CC1)NC(C(=O)O)CC=O)Cl